O1CC2(C3=C1C=CC=C3)COC3=C2C=CC=C3 2H,2'H-3,3'-spirobi[benzofuran]